NCCOC(C(CCCCN)N)=O 2,6-diaminohexanoic acid 2-aminoethyl ester